C12=CC=C(N1)C=C1C=CC(=N1)C=C1C=CC(N1)=CC=1C=CC(N1)=C2 21H,23H-Porphine